N[C@@H]1CN(CC1)C1=C(C=NC=C1C1=CC(=CC=C1)C#N)C1=NC2=C(N1)C=CC=C2C(=O)NC 2-{4-[(3S)-3-aminopyrrolidin-1-yl]-5-(3-cyanophenyl)pyridin-3-yl}-N-methyl-1H-1,3-benzodiazole-4-carboxamide